FC1=C2C=C(NC2=CC=C1OC1=CC=NC2=CC(=C(C=C12)OC)OCC1CC(C1)O)C 3-((4-(4-fluoro-2-methyl-1H-indol-5-yloxy)-6-methoxyquinolin-7-yloxy)methyl)cyclobutanol